BrC1=C2CN(C(C2=CC(=C1C1=CC=NN1C)F)=O)C1CC1 4-bromo-2-cyclopropyl-6-fluoro-5-(1-methyl-1H-pyrazol-5-yl)isoindol-1-one